CN(C([C@H]([C@H](CC)C)NC(=O)[C@@H]1N(CCCC1)C)=O)[C@H](C[C@@H](OC)C=1SC=C(N1)C(=O)N[C@H](C[C@@H](C(=O)O)C)CC1=CC=CC=C1)C(C)C (2S,4R)-4-(2-((1R,3R)-3-((2S,3S)-N,3-dimethyl-2-((R)-1-methylpiperidine-2-carboxamido)pentanamido)-1-methoxy-4-methylpentyl)thiazole-4-carboxamido)-2-methyl-5-phenylpentanoic acid